[N].[C] carbon nitrogen salt